N-(3-chloro-5-fluoro-4-iodopyridin-2-yl)-1-cyclopropylmethylsulfonamide ClC=1C(=NC=C(C1I)F)NS(=O)(=O)CC1CC1